2-[6-[2-(5-fluoro-3-pyridinyl)-5-thiazolyl]-2-pyridinyl]-pyrimidine FC=1C=C(C=NC1)C=1SC(=CN1)C1=CC=CC(=N1)C1=NC=CC=N1